1-(4-chlorobenzyl)-3-(4-(1-(pyridin-2-yl)piperidin-4-yl)butyl)urea ClC1=CC=C(CNC(=O)NCCCCC2CCN(CC2)C2=NC=CC=C2)C=C1